1-Methyl-1-(1-vinylcyclohexyl)pyrrolidinium iodide [I-].C[N+]1(CCCC1)C1(CCCCC1)C=C